COC1=C(C(=CC(=C1)C(F)(F)F)C)C1=CC2=C(N=N1)N(C=C2)[C@H]2CN(CCC2)C 3-[2-Methoxy-6-methyl-4-(trifluoromethyl)phenyl]-7-[(3R)-1-methylpiperidin-3-yl]-7H-pyrrolo[2,3-c]pyridazine